ClC1=CC=C2C(=NC(N(C2=C1)CCO)=O)N(C1=CC(=CC(=C1)C#CC1(CC1)C(F)(F)F)F)CC(F)F 7-chloro-4-[N-(2,2-difluoroethyl)-3-fluoro-5-[2-[1-(trifluoromethyl)cyclopropyl]ethynyl]anilino]-1-(2-hydroxyethyl)quinazolin-2-one